[C@@H]1([C@H](O)[C@@H](O)[C@H](O)[C@H](O1)CO)OC1=NNC(=C1CC1=CC=C(C=C1)C=1SC=CN1)C 3-(β-D-glucopyranosyloxy)-5-methyl-4-{[4-(thiazol-2-yl)phenyl]methyl}-1H-pyrazole